N-(1'-((7-ethyl-6-oxo-5,6-dihydro-1,5-naphthyridin-3-yl)methyl)-1',2',3',6'-tetrahydro-[3,4'-bipyridin]-6-yl)cyclopropanecarboxamide C(C)C=1C(NC=2C=C(C=NC2C1)CN1CCC(=CC1)C=1C=NC(=CC1)NC(=O)C1CC1)=O